ClC1=CC=C(C=N1)COC1=NC=CC(=N1)C1=CC(=C(CC2=NC3=C(N2C[C@H]2OCC2)C=C(C=C3)C(=O)OC)C=C1F)F Methyl (S)-2-(4-(2-((6-chloropyridin-3-yl)methoxy)pyrimidin-4-yl)-2,5-difluorobenzyl)-1-(oxetan-2-ylmethyl)-1H-benzo[d]imidazole-6-carboxylate